3-Hydroxypiperidine-1-carboxylic acid (S)-tert-butyl ester C(C)(C)(C)OC(=O)N1CC(CCC1)O